C1(=C(C=CC=C1)OC1=CC=C(C=C1)C1(CC=CC=2C=NC(=NC12)N)N)C 8-(4-(o-tolyloxy)phenyl)quinazoline-2,8-diamine